5-chloro-4-fluoro-2-(methylthio)-9,10-dihydro-8H-7-oxa-1,3,6,10-tetraazacyclohepta[de]naphthalene ClC1=C(C=2N=C(N=C3C2C(=N1)OCCN3)SC)F